FC1=CC(=C(OC2=C(C=C(C=C2)C(C)(C)O)C2=CC(=[N+](C(=C2)C)[O-])C)C(=C1)C)C 4-(2-(4-fluoro-2,6-dimethylphenoxy)-5-(2-hydroxypropan-2-yl)phenyl)-2,6-dimethylpyridine-1-oxide